FC1=C(C(=CC(=C1)OC1CN(C1)CCCF)F)[C@H]1N([C@@H](CC2=C1NC1=CC=C(C=C21)F)C)CC(F)F (1R,3R)-1-(2,6-difluoro-4-((1-(3-fluoropropyl)azetidin-3-yl)oxy)phenyl)-2-(2,2-difluoroethyl)-6-fluoro-3-methyl-2,3,4,9-tetrahydro-1H-pyrido[3,4-b]indole